NN(C(CCCN(N)N)CCC)N N,N,N',N'-tetraaminopropylbutylenediamine